tert-butyl (2R,3S)-8-bromo-2-methyl-4-oxo-2,3,4,5-tetrahydropyrido[3,2-b][1,4]oxazepin-3-ylcarbamate BrC1=CC=2O[C@@H]([C@@H](C(NC2N=C1)=O)NC(OC(C)(C)C)=O)C